OCC1=C(C=C2C=C(C(=NC2=C1)C)C1C(NC(CC1)=O)=O)C 3-(7-(hydroxymethyl)-2,6-dimethylquinolin-3-yl)piperidine-2,6-dione